methyl 5-cyclopropylsulfinylbenzothiophene-2-carboxylate C1(CC1)S(=O)C=1C=CC2=C(C=C(S2)C(=O)OC)C1